NC=1C(N(C=CC1)CC1=NC2=C(N1)C(=CC(=C2OC2=CC=CC=C2)F)F)=O 3-amino-1-((5,7-difluoro-4-phenoxy-1H-benzo[d]imidazol-2-yl)methyl)pyridin-2(1H)-one